(methoxymethyl)-oxirane COCC1OC1